N-cyclohexylundecane-1,11-diamine C1(CCCCC1)NCCCCCCCCCCCN